(E)-2-(2,6-dioxopiperidin-3-yl)-5-(2-(2-(2-((2-(2-(2-methoxypyridin-4-yl)vinyl)quinolin-6-yl)oxy)ethoxy)ethoxy)ethoxy)isoindoline-1,3-dione O=C1NC(CCC1N1C(C2=CC=C(C=C2C1=O)OCCOCCOCCOC=1C=C2C=CC(=NC2=CC1)\C=C\C1=CC(=NC=C1)OC)=O)=O